O1C(OCC1)C=1C(=C(OCC=2C=C(C=CC2)NC(OC(C)(C)C)=O)C=CC1C=C)F tert-butyl (3-((3-(1,3-dioxolan-2-yl)-2-fluoro-4-vinylphenoxy)methyl)phenyl)carbamate